C(C)(C)(C)N=CC1=CC(=CC=C1)[N+](=O)[O-] N-tert-butyl-1-(3-nitrophenyl)methanimine